6-(2-(5-cyclopropyl-3-(3,5-dichloropyridin-4-yl)isoxazol-4-yl)-7-azaspiro[3.5]non-1-en-7-yl)-N-(methylsulfonyl)-4-(trifluoromethyl)quinoline-2-carboxamide C1(CC1)C1=C(C(=NO1)C1=C(C=NC=C1Cl)Cl)C1=CC2(C1)CCN(CC2)C=2C=C1C(=CC(=NC1=CC2)C(=O)NS(=O)(=O)C)C(F)(F)F